3,3'-undecamethylenebis(5-propyl-1H-1,2,4-triazole) C(CC)C1=NC(=NN1)CCCCCCCCCCCC1=NNC(=N1)CCC